6-bromo-5-methylnicotinaldehyde BrC1=NC=C(C=O)C=C1C